COC(NC(=O)C1=C(SC=C1)NC(C1=CC=C(C=C1)S(=O)(=O)N1CCC(CC1)C)=O)=O 2-(4-(4-methylpiperidine-1-sulfonyl)benzamido)thiophene-3-carbonyl-carbamic acid methyl ester